6-(4-((4-(2,6-dioxopiperidin-3-yl)-3-fluorobenzyl)(methyl)amino)piperidin-1-yl)-2-(4-phenoxyphenyl)nicotinamide O=C1NC(CCC1C1=C(C=C(CN(C2CCN(CC2)C2=NC(=C(C(=O)N)C=C2)C2=CC=C(C=C2)OC2=CC=CC=C2)C)C=C1)F)=O